O1C=C(C2=C1C=CC=C2)C[C@@H]2CNCCC2 (3R)-3-(1-benzofuran-3-ylmethyl)piperidine